methyl (2S,11S)-9,12-dioxo-11-(2,2,2-trifluoroacetamido)-1-azatricyclo[6.4.1.0^[4,13]]trideca-4,6,8(13)-triene-2-carboxylate O=C1C=2C=CC=C3C[C@H](N(C([C@H](C1)NC(C(F)(F)F)=O)=O)C32)C(=O)OC